propyl (R)-4-methyl-2-(3-(3-(5-methyl-1,2,4-oxadiazol-3-yl)benzamido)-6-(methylamino)hexanamido)thiazole-5-carboxylate CC=1N=C(SC1C(=O)OCCC)NC(C[C@@H](CCCNC)NC(C1=CC(=CC=C1)C1=NOC(=N1)C)=O)=O